[Si](C)(C)(C(C)(C)C)O[C@H]1[C@@H](CC[C@H](C1)SC)NC(OC(C)(C)C)=O tert-butyl ((1R,2R,4R)-2-((tert-butyldimethylsilyl)oxy)-4-(methylthio)cyclohexyl)carbamate